N1(CCOCC1)CCCNC(=O)C1=NNC2=CC=CC=C12 N-[3-(morpholin-4-yl)propyl]-1H-indazole-3-carboxamide